tert-Butyl 4-(7-benzyl-2-chloro-6,8-dihydro-5H-pyrido[3,4-d]pyrimidin-4-yl)-2-(cyanomethyl)piperazine-1-carboxylate C(C1=CC=CC=C1)N1CC=2N=C(N=C(C2CC1)N1CC(N(CC1)C(=O)OC(C)(C)C)CC#N)Cl